(4-(4-((2-hydroxyethyl)amino)-4-oxobutyl)-1-phenyl-1H-imidazol-2-yl)-3-(1-methyl-1H-pyrazol-4-yl)benzamide OCCNC(CCCC=1N=C(N(C1)C1=CC=CC=C1)C1=C(C(=O)N)C=CC=C1C=1C=NN(C1)C)=O